C(C)(=O)OC1=C(C(=CC(=C1)CCCCC)OC(C)=O)I (3-acetoxy-2-iodo-5-pentyl-phenyl) acetate